ClC1=CC(=C(C=C1F)N1CCC(CC1)=O)F 1-(4-chloro-2,5-difluoro-phenyl)piperidin-4-one